C(C)(C)(C)O[C-]1C=CC=C1.[CH-]1C=CC=C1.[Fe+2] tert-butyloxy-ferrocene